COC(CC)=O propanoic acid methyl ester